C(C)(=O)O[C@H]([C@@H](CN=[N+]=[N-])OC(C)=O)[C@@H]1O[C@](C[C@@H]([C@H]1NC(C)=O)OC(C)=O)(SC1=CC=C(C=C1)C)C(=O)OC (1R,2R)-1-((2R,3R,4S,6R)-3-acetamido-4-acetoxy-6-(methoxycarbonyl)-6-(p-tolylthio)tetrahydro-2H-pyran-2-yl)-3-azidopropane-1,2-diyl diacetate